4-(1,1,3,3-tetramethylbutyl)-6-tert-butyl-m-cresol CC(CC(C)(C)C)(C)C=1C(=CC(=C(C1)C(C)(C)C)O)C